F[C@H]1[C@H]2CC[C@@H](C[C@@H]1N(C=1N=NC(=CN1)C1=C(C=C(C=C1)N1C=NC=C1)O)C)N2 2-(3-(((1R,2S,3S,5S)-2-fluoro-8-azabicyclo[3.2.1]octan-3-yl)(methyl)amino)-1,2,4-triazin-6-yl)-5-(1H-imidazol-1-yl)phenol